acrylic acid tetrabromophenyl ester BrC=1C(=C(C(=C(C1)OC(C=C)=O)Br)Br)Br